(2-methoxyethoxy)ethyl glycidyl ether C(C1CO1)OCCOCCOC